C(CCCCCCCCC\C=C\CC)O (11E)-11-tetradecen-1-ol